CNC(C#C)=O N-methylpropiolamide